NCCCN1CCCC1 1-(3-Amino-propyl)pyrrolidine